C(C)(C)N1N=C(C=2CC[C@H](CC12)C(=O)OC)C=1C=NC=C(C1)OC(C(F)F)(F)F methyl (R)-1-isopropyl-3-(5-(1,1,2,2-tetrafluoroethoxy)pyridin-3-yl)-4,5,6,7-tetrahydro-1H-indazole-6-carboxylate